zinc acetate, dihydrate O.O.C(C)(=O)[O-].[Zn+2].C(C)(=O)[O-]